5-(2,6-dimethylpyridin-3-yl)-N-[(5-phenyl-1,3,4-thiadiazol-2-yl)methyl]-1,2-oxazole-3-carboxamide CC1=NC(=CC=C1C1=CC(=NO1)C(=O)NCC=1SC(=NN1)C1=CC=CC=C1)C